FC(COC(C(=O)Cl)=O)(F)F.C(C)N(C(C(=O)OCC(F)(F)F)=O)C(C)C1=CC=C(C=C1)C(F)(F)F 2,2,2-trifluoroethyl 2-[ethyl-[1-[4-(trifluoromethyl)phenyl]ethyl]amino]-2-oxo-acetate 2,2,2-trifluoroethyl-2-chloro-2-oxo-acetate